N-(3-methylpentane-2-yl)hexane-1,6-diamine CC(C(C)NCCCCCCN)CC